CC=1C=C(C=C(C1)C)N(C1=CC=C2N=CC(=NC2=C1)C=1C=NN(C1)CCCCCC(=O)NO)CCNC(C)C 6-(4-(7-((3,5-Dimethylphenyl)(2-(isopropylamino)ethyl)amino)quinoxalin-2-yl)-1H-pyrazole-1-yl)-N-hydroxycaproamide